N,N'-trimethylenebis(vinylsulfonylacetamide) C(=C)S(=O)(=O)CC(=O)NCCCNC(CS(=O)(=O)C=C)=O